C(C)(=O)OC(C(=O)Cl)C1=CC(=CC=C1)F 2-chloro-1-(3-fluorophenyl)-2-oxoethyl acetate